C(C)(=O)NC1=NC=C(C(=C1)C(=O)N[C@@H]1[C@H](CCC1)COC1=CC=C(C=C1)F)C1=NC=CC=N1 2-acetamido-N-[(1S,2S)-2-[(4-fluorophenoxy)methyl]cyclopentyl]-5-pyrimidin-2-yl-pyridine-4-carboxamide